tert-Butyl 3-(6-(hydroxymethyl)pyridin-2-yl)-2,5-dihydro-1H-pyrrole-1-carboxylate OCC1=CC=CC(=N1)C=1CN(CC1)C(=O)OC(C)(C)C